OC1=CC=C(C=C1)N1C(OC(C1C(=O)OC)C1=C(C=CC=C1)OC)=O methyl 3-(4-hydroxyphenyl)-5-(2-methoxyphenyl)-2-oxo-1,3-oxazolidine-4-carboxylate